CC1=C(C2=C(N=C(N=C2)SC)N(C1=O)C)C#C[Si](C(C)C)(C(C)C)C(C)C 6,8-dimethyl-2-(methylsulfanyl)-5-[2-(triisopropylsilyl)ethynyl]pyrido[2,3-d]pyrimidin-7-one